5-bromo-3-(2-(3-(3-trifluoromethylphenyl)-4-oxothiazolidine-2-ylidene)hydrazono)indol-2-one BrC=1C=C2C(C(NC2=CC1)=O)=NN=C1SCC(N1C1=CC(=CC=C1)C(F)(F)F)=O